C(#N)C=1N=C2N(C(=NC=C2C2=CC=C(C=C2)P(OCC)(OCC)=O)NCC2=C(C=CC3=C2CCO3)F)C1 diethyl (4-(2-cyano-5-(((5-fluoro-2,3-dihydrobenzofuran-4-yl)methyl)amino)imidazo[1,2-c]pyrimidin-8-yl)phenyl)phosphonate